8-amino-4,4-dimethyl-N-(4-{[4-(2-oxo-1,3-oxazolidin-3-yl)piperidin-1-yl]carbonyl}phenyl)-4,5-dihydro-1H-pyrazolo[4,3-H]quinazoline-3-carboxamide NC1=NC=2C3=C(C(CC2C=N1)(C)C)C(=NN3)C(=O)NC3=CC=C(C=C3)C(=O)N3CCC(CC3)N3C(OCC3)=O